C(C)(C)(C)OC(=O)N[C@H](C(=O)O)[C@@H](C)C1=C(NC2=C(C=CC=C12)OC)C (2S,3S)-2-((tert-butoxycarbonyl)amino)-3-(7-methoxy-2-methyl-1H-indol-3-yl)butanoic acid